F[B-](F)(F)F.[C-]1(C=CC=C1)C[N+](C(C)(C)C)(C(C)(C)C)C(C)(C)C.[CH-]1C=CC=C1.[Fe+2] (ferrocenyl-methyl)tri-tert-butyl-ammonium tetrafluoroborate